FC=1C(=C(C=CC1)O)C1=C2C(=C(N=N1)NC1CC(C1)(C)O)C=NC=C2 3-fluoro-2-(4-(((1r,3r)-3-hydroxy-3-methylcyclobutyl)amino)pyrido[3,4-d]pyridazin-1-yl)phenol